(2,4-dimethoxy-5-nitrophenyl)-5-methoxypyrimidine-2,4-diamine COC1=C(C=C(C(=C1)OC)[N+](=O)[O-])C1=C(C(=NC(=N1)N)N)OC